NCCC(=O)N1[C@@H](CCCC1)C(=O)NC=1SC2=C(N1)C=CC(=C2)OC(F)(F)F (S)-1-(3-aminopropanoyl)-N-(6-(trifluoromethoxy)benzo[d]thiazol-2-yl)piperidine-2-carboxamide